O(C=1[N-]C=CC1)C=1[N-]C=CC1 oxo-bispyrrolide